C1=CC=C(C=C1)C(C2=CC=CC=C2)(C3=CC=CC=C3)ON O-tritylhydroxylamine